(1r,4r)-4-(5-(3,5-dimethylisoxazol-4-yl)-2-((5-fluoro-2-methoxyphenyl)(hydroxy)methyl)-1H-benzo[d]imidazol-1-yl)cyclohexane-1-carboxylic acid CC1=NOC(=C1C1=CC2=C(N(C(=N2)[C@H](O)C2=C(C=CC(=C2)F)OC)C2CCC(CC2)C(=O)O)C=C1)C